CC1=NOC(=C1)C=1NC=CC1 2-(3-methylisoxazol-5-yl)-1H-pyrrole